tertbutyl-(chloro)dimethylsilane C(C)(C)(C)[Si](C)(C)Cl